FC(OC1=C(C=CC=N1)C)F 6-(difluoromethoxy)-5-methylpyridin